(1r,3s,5s)-bicyclo[3.1.0]hexane-3-ol [C@H]12CC(C[C@@H]2C1)O